tert-butyl 3-phenyl-2,5-dihydro-1H-pyrrole-1-carboxylate C1(=CC=CC=C1)C=1CN(CC1)C(=O)OC(C)(C)C